N-(2-((7-(2,6-dichloro-3,5-dimethoxyphenyl)-5-ethoxy-2,6-naphthyridin-3-yl)amino)-3-methylphenyl)acrylamide ClC1=C(C(=C(C=C1OC)OC)Cl)C1=NC(=C2C=C(N=CC2=C1)NC1=C(C=CC=C1C)NC(C=C)=O)OCC